3-chloro-N-(4-methoxyphenyl)-2-nitrosoaniline ClC=1C(=C(NC2=CC=C(C=C2)OC)C=CC1)N=O